C[C@@]12C(=O)CC[C@H]1[C@@H]1CC=C3CC(=O)CC[C@]3(C)[C@H]1CC2 5-Androstenedione